N1=C(C=CC=C1)SSC1[C@@H](CCC1)[C@H](C(=O)O)C1=CC=C(C=C1)[N+](=O)[O-].CC=1C=C(C=CC1)C=1C=C2CCN(C2=CC1)C1=NC=NC2=CC=CC=C12 4-[5-(3-methylphenyl)-2,3-dihydro-1H-indol-1-yl]quinazoline (1S,2S)-2-(pyridin-2-yldisulfaneyl)cyclopentyl-2-(4-nitrophenyl)acetate